2-chloro-N-(2-((1,1-dioxotetrahydro-2H-thiopyran-4-yl)amino)-2-oxo-1-(pyrimidin-5-yl)ethyl)-N-(4-(oxazol-5-yl)phenyl)acetamide Nickel-copper-zinc [Zn].[Cu].[Ni].ClCC(=O)N(C1=CC=C(C=C1)C1=CN=CO1)C(C(=O)NC1CCS(CC1)(=O)=O)C=1C=NC=NC1